methoxy-1,2,3,4-tetrahydroisoquinoline-6-carboxamide COC1NCCC2=CC(=CC=C12)C(=O)N